ClC1=CC(=C(C=C1)C1=NC(=CC=2N=C(N(C(C21)=O)C)C)N2C[C@H](O[C@@H](C2)C=2C=NN(C2)C)C)F 5-(4-chloro-2-fluorophenyl)-2,3-dimethyl-7-((2r,6r)-2-methyl-6-(1-methyl-1H-pyrazol-4-yl)-4-morpholinyl)pyrido[4,3-d]pyrimidin-4(3H)-one